6-(Methoxymethyl)spiro[3.3]heptane-2-carboxylic acid methyl ester COC(=O)C1CC2(C1)CC(C2)COC